ClC=1C=CC2=C(C[C@H](CC=3N2C(=NN3)[C@@H]3CC[C@H](CC3)OC3=NC=CC=C3)NC(C)C)C1 (5R)-8-chloro-N-(propan-2-yl)-1-[trans-4-(pyridin-2-yloxy)cyclohexyl]-5,6-dihydro-4H-[1,2,4]triazolo[4,3-a][1]benzazepin-5-amine